tert-Butyl ((2-(((1R*,3R*)-3-(2-((tert-butyldiphenylsilyl)oxy)ethyl)cyclohexyl)oxy)-6-methylpyridin-3-yl)sulfonyl)-L-prolinate [Si](C1=CC=CC=C1)(C1=CC=CC=C1)(C(C)(C)C)OCC[C@@H]1C[C@@H](CCC1)OC1=NC(=CC=C1S(=O)(=O)N1[C@@H](CCC1)C(=O)OC(C)(C)C)C |o1:20,22|